iron tetrafluoroborate salt F[B-](F)(F)F.[Fe+2].F[B-](F)(F)F